FC1(CN(CC[C@H]1NC1=NN2C(C(=N1)OC)=C(C=C2)C=2C=CC1=C(N(N=N1)[C@@H](C(F)F)C)C2)C)F N-((R)-3,3-difluoro-1-methylpiperidin-4-yl)-5-(1-((R)-1,1-difluoropropan-2-yl)-1H-benzo[d][1,2,3]triazol-6-yl)-4-methoxypyrrolo[2,1-f][1,2,4]triazin-2-amine